tert-butyl (5-(5-((3aS,4S,6aR)-2-oxohexahydro-1H-thieno[3,4-d]imidazol-yl)pentanamido)pentyl)carbamate O=C1N[C@H]2[C@@H](N1CCCCC(=O)NCCCCCNC(OC(C)(C)C)=O)CSC2